OC1=C(C=CC2=C1CCO2)C=2N=NC(=C1C2C=NC=C1)N[C@@H]1C[C@@H](CCC1)C(=O)OC methyl (1R,3S)-3-[[4-(4-hydroxy-2,3-dihydrobenzofuran-5-yl)pyrido[3,4-d]pyridazin-1-yl]amino]cyclohexanecarboxylate